O=C1OC2=C(N1)C=CC=C2NC(OC(C)(C)C)=O tert-butyl (2-oxo-2,3-dihydrobenzo[d]oxazol-7-yl)carbamate